O1CCC(CC1)C=1OC(=CN1)C=1C=C(N)C=CC1 3-(2-(tetrahydro-2H-pyran-4-yl)oxazol-5-yl)aniline